3-(2-bromoethyl)pyridine, hydrobromide Br.BrCCC=1C=NC=CC1